isoxazole-3,5-diamine O1N=C(C=C1N)N